3-fluoro-5-(1-((1-fluorocyclopentyl)methyl)-1H-pyrazol-4-yl)-6-(2-methyl-2H-indazol-6-yl)picolinonitrile FC=1C(=NC(=C(C1)C=1C=NN(C1)CC1(CCCC1)F)C=1C=CC2=CN(N=C2C1)C)C#N